N-(4-((5-(4-(dimethylamino)phenyl)-1H-pyrazol-3-yl)amino)phenyl)acetamide CN(C1=CC=C(C=C1)C1=CC(=NN1)NC1=CC=C(C=C1)NC(C)=O)C